C(C)(C)(C)C=1N=C(SC1)CN1CC2(CN(C2)C(=O)N2CC3(C2)CC(C3)N3N=C(N=C3)C(F)(F)F)C1 [6-[(4-tert-butylthiazol-2-yl)methyl]-2,6-diazaspiro[3.3]heptan-2-yl]-[6-[3-(trifluoromethyl)-1,2,4-triazol-1-yl]-2-azaspiro[3.3]heptan-2-yl]methanone